N,N'-dimethyl-propenylurea CN(C(=O)NC)C=CC